(3aR,5s,6aS)-2-((2,2-difluorobenzo[d][1,3]dioxol-5-yl)methyl)-N-(6-(phenylsulfonyl)pyridazin-3-yl)octahydrocyclopenta[c]pyrrol-5-amine FC1(OC2=C(O1)C=CC(=C2)CN2C[C@@H]1[C@H](C2)CC(C1)NC=1N=NC(=CC1)S(=O)(=O)C1=CC=CC=C1)F